2,5-dimethylpyrazine-1-oxide CC1=[N+](C=C(N=C1)C)[O-]